((2-(trifluoromethyl)phenyl)sulfonyl)piperidine-4-carboxylic acid FC(C1=C(C=CC=C1)S(=O)(=O)N1CCC(CC1)C(=O)O)(F)F